C(C)(C)(C)OC(NCC(=O)NC1=C(C2=C(CCOCC2)S1)C(C1=C(C=CC=C1F)F)=O)=O (2-((3-(2,6-difluorobenzoyl)-4,5,7,8-tetrahydrothieno[2,3-d]oxepin-2-yl)amino)-2-oxoethyl)carbamic acid tert-butyl ester